C(C1=CC=CC=C1)C(C(=O)NC=1C=NC2=C(C=CC=C2C1C)F)CC1(CC1)C 2-benzyl-N-(8-fluoro-4-methyl-3-quinolinyl)-3-(1-methylcyclopropyl)propanamide